COC1=C(C=C(C(=C1)[N+](=O)[O-])S(=O)(=O)O)N1[NH2+]C=NN1C1=C(C=C(C(=C1)S(=O)(=O)O)[N+](=O)[O-])OC 2,3-bis(2-methoxy-4-nitro-5-sulfophenyl)-2H-tetrazolium